3-(5-isopropylsulfamoyl-2-oxo-1,2-dihydro-indol-3-ylidenemethyl)-4,5,6,7-tetrahydro-2H-isoIndole-1-carboxylic acid ethyl ester C(C)OC(=O)C=1NC(=C2CCCCC12)C=C1C(NC2=CC=C(C=C12)S(NC(C)C)(=O)=O)=O